ClC=1C=CC(=C(C1)C=1C=C(C=2OCCNC2N1)NC1=C2C(=NC=C1)NC=C2)F 6-(5-chloro-2-fluorophenyl)-N-{1H-pyrrolo[2,3-b]pyridin-4-yl}-2H,3H,4H-pyrido[3,2-b][1,4]oxazin-8-amine